1-benzyl-6-(butylamino)-3,5-diphenyl-3,5-dihydroimidazo[4,5-c][1,2]thiazine-4(1H)-one 2,2-dioxide C(C1=CC=CC=C1)N1S(C(C(C2=C1N=C(N2C2=CC=CC=C2)NCCCC)=O)C2=CC=CC=C2)(=O)=O